ClC1=C(C=CC(=C1)Cl)N1N=C(C=C1)OC\C=C(/C(/C(=O)NC)=N\OC)\C (Z,2E)-5-[1-(2,4-dichloro-phenyl)pyrazol-3-yl]-oxy-2-methoxyimino-N,3-dimethyl-pent-3-en-amide